N1(CCOCC1)C(=O)N1[C@H](COC2=C(C1)C=CC(=C2)C(=O)OC)C2=CC=CC=C2 methyl (S)-4-(morpholine-4-carbonyl)-3-phenyl-2,3,4,5-tetrahydrobenzo[f][1,4]oxazepine-8-carboxylate